CC(C(=O)O)C1=C(NC2=CC=C(C(=C12)C(C1=CC=C(C=C1)Cl)=O)OC)C alpha-methyl-(p-chlorobenzoyl)-5-methoxy-2-methylindole-3-acetic acid